ClC1=NC(=C(C(=N1)C(=O)O)OC)C 2-chloro-5-methoxy-6-methylpyrimidine-4-carboxylic acid